N-[(2-fluorophenyl)methyl]-5-(pyridine-3-sulfonyl)-1H,2H,3H,4H,5H,6H-pyrrolo[3,4-c]pyrrole-2-carboxamide FC1=C(C=CC=C1)CNC(=O)N1CC=2CN(CC2C1)S(=O)(=O)C=1C=NC=CC1